C(C)(C)(C)OOC(C)(C)C1=CC(=CC=C1)C(C)(C)OOC(C)(C)C 1,3-bis(t-butylperoxy-isopropyl)benzene